3-((5-((4-(4-amino-3-(4-phenoxyphenyl)-1H-pyrazolo[3,4-d]pyrimidin-1-yl)piperidin-1-yl)methyl)pyridazin-3-yl)amino)piperidine-2,6-dione NC1=C2C(=NC=N1)N(N=C2C2=CC=C(C=C2)OC2=CC=CC=C2)C2CCN(CC2)CC=2C=C(N=NC2)NC2C(NC(CC2)=O)=O